4-chloronicotinate ClC1=CC=NC=C1C(=O)[O-]